Isopropyl phenyl sulfide C1(=CC=CC=C1)SC(C)C